O=C1N(C=CC(N1)=O)C[C@H]1[C@]([C@@H]([C@H](O1)COP(=O)(OC1=CC=C(C=C1)C(\C=C\C1=CC=CC=C1)=O)N[C@H](C(=O)OC(C)C)C)O)(C)F Propan-2-yl (2S)-2-[[[(2R,3R,4R,5S)-5-[(2,4-dioxopyrimidin-1-yl)methyl]-4-fluoro-3-hydroxy-4-methyloxolan-2-yl]methoxy-[4-[(E)-3-phenylprop-2-enoyl]phenoxy]phosphoryl]amino]propanoate